CC(C1=CC=CC=C1)N (+)-alpha-methyl-benzylamine